NC(CO[C@@]1(OC[C@H]([C@H]([C@@H]1O)O)O)CO)C (2R,3S,4R,5R)-2-(2-aminopropoxy)-2-(hydroxymethyl)tetrahydro-2H-pyran-3,4,5-triol